3-((10-Amino-7-((R)-4,4,4-trifluoro-2-methylbutanoyl)-7-azaspiro[4.5]decan-10-yl)methyl)-6-phenylpyrimidin-4(3H)-one NC1(CCN(CC12CCCC2)C([C@@H](CC(F)(F)F)C)=O)CN2C=NC(=CC2=O)C2=CC=CC=C2